C(C1=CC=CC=C1)OC1=NC(=CC=C1C1=NN(C2=CC(=CC=C12)NC(OC(C)(C)C)=O)C)OCC1=CC=CC=C1 tert-butyl N-[3-(2,6-dibenzyloxy-3-pyridyl)-1-methyl-indazol-6-yl]carbamate